methyl 3-((1-(6-aminohexan-2-yl)-7-(2-oxo-1,2-dihydropyridin-3-yl)-1H-benzo[d]imidazol-2-yl)carbamoyl)benzoate NCCCCC(C)N1C(=NC2=C1C(=CC=C2)C=2C(NC=CC2)=O)NC(=O)C=2C=C(C(=O)OC)C=CC2